benzyl (R)-pentadecyl(pyrrolidin-3-yl)carbamate C(CCCCCCCCCCCCCC)N(C(OCC1=CC=CC=C1)=O)[C@H]1CNCC1